(4-fluorophenyl)amine FC1=CC=C(C=C1)N